CC1=NC(=NC(=C1)NC)NC=1C=C(C2=C(OCCO2)C1)C=1CCCN(CC1)C(=O)OC(C)(C)C tert-butyl 5-[7-[[4-methyl-6-(methylamino) pyrimidin-2-yl] amino]-2,3-dihydro-1,4-benzodioxin-5-yl]-2,3,4,7-tetrahydroazepine-1-carboxylate